FC1=CC=C(C=C1)C1=NN2C(OCCC2)=C1C1=C2C(=NC(=C1)C)NN=C2 2-(4-Fluorophenyl)-3-(6-methyl-1H-pyrazolo[3,4-b]pyridin-4-yl)-6,7-dihydro-5H-pyrazolo[5,1-b][1,3]oxazine